C1=CC(=CC2=NC3=CC=CC=C3C=C12)C=1OC=C(N1)C(=O)NCC1=NC=CC=C1F 2-(acridin-3-yl)-N-[(3-fluoropyridin-2-yl)methyl]-1,3-oxazole-4-carboxamide